C(C1=CC=CC=C1)OC1=CC(=C(N)C=C1F)C 4-(benzyloxy)-5-fluoro-2-methylaniline